tert-butyl 4-[2-({5-[6-(5-chloro-2-fluorophenyl)-2H,3H,4H-pyrido[3,2-b][1,4]oxazin-8-yl]pyridin-3-yl}carbamoyl)ethyl]piperazine-1-carboxylate ClC=1C=CC(=C(C1)C=1C=C(C=2OCCNC2N1)C=1C=C(C=NC1)NC(=O)CCN1CCN(CC1)C(=O)OC(C)(C)C)F